Br\C=C\Br trans-1,2-dibromoethylene